C(C)(C)(C)N1N=C(C2=CC(=CC=C12)C1=CC(=CC(=C1)F)F)C(=O)NC1=C(C=C(C=C1)N1CCN(CC1)C)OC tert-butyl-5-(3,5-difluorophenyl)-N-(2-methoxy-4-(4-methylpiperazin-1-yl)phenyl)-1H-indazole-3-carboxamide